C(=O)C1CN(CC1NC(=O)OCC[Si](C)(C)C)C(=O)OC(C)(C)C tert-butyl 3-formyl-4-({[2-(trimethylsilyl)ethoxy]carbonyl}amino)-pyrrolidine-1-carboxylate